C(C)(C)(C)OC(=O)N1C[C@H](N(CC1)C1=NC=C(N=C1)C=O)C (3R)-4-(5-formylpyrazin-2-yl)-3-methylpiperazine-1-carboxylic acid tert-butyl ester